amino chloride NCl